COCCNCC=1C=C(C=2N(C(C=CN2)=O)C1)C(F)(F)F 7-[(2-methoxyethylamino)methyl]-9-(trifluoromethyl)pyrido[1,2-a]pyrimidin-4-one